2-(prop-1-en-2-yl)-N-(1-(3,4,5-trimethoxyphenyl)-1H-imidazol-4-yl)thieno[3,2-d]Pyrimidine-4-amine C=C(C)C=1N=C(C2=C(N1)C=CS2)NC=2N=CN(C2)C2=CC(=C(C(=C2)OC)OC)OC